C(#N)C1=CC(=C(C=C1)NS(=O)(=O)C1=CNC(=C1)C1=CCCCC1)F N-(4-cyano-2-fluoro-phenyl)-5-(cyclohexen-1-yl)-1H-pyrrole-3-sulfonamide